C(#N)[C@H]1N(CSC1)C(CNC(=O)C1=CC=NC2=CC=C(C=C12)N1CC2C(C1)CCC2)=O N-(2-((R)-4-Cyanothiazolidin-3-yl)-2-oxoethyl)-6-(hexahydrocyclopenta[c]pyrrol-2(1H)-yl)quinoline-4-carboxamide